C(C#C)C1C[C@H](NC1)C(=O)O 4-(2-propynyl)proline